9-[4-(9-carbazolyl)phenyl]-10-phenylanthracene C1=CC=CC=2C3=CC=CC=C3N(C12)C1=CC=C(C=C1)C=1C2=CC=CC=C2C(=C2C=CC=CC12)C1=CC=CC=C1